3-(chloromethyl)-1-(3-chloropyridin-2-yl)-5-(trichloromethyl)-4,5-dihydro-1H-pyrazol-5-ol ClCC1=NN(C(C1)(O)C(Cl)(Cl)Cl)C1=NC=CC=C1Cl